1-(3-butylpyridin-2-yl)piperazine C(CCC)C=1C(=NC=CC1)N1CCNCC1